ClC=1C=C(C(=O)NC[C@H](CC2=CC=C(C=C2)O)N(C)C)C=CC1 (S)-3-chloro-N-(2-(dimethylamino)-3-(4-hydroxyphenyl)propyl)benzamide